2-(1,4-dimethyl-3-(p-tolyl)pyrrolidin-3-yl)thiazole CN1CC(C(C1)C)(C1=CC=C(C=C1)C)C=1SC=CN1